The molecule is an octadecanoid anion that is the conjugate base of (9S,10E,12Z,14E,16S)-9,16-bis(hydroperoxy)octadecatrienoic acid, obtained by deprotonation of the carboxy group. Major microspecies at pH 7.3. It is a hydroperoxy fatty acid anion, a long-chain fatty acid anion, an octadecanoid anion, a polyunsaturated fatty acid anion and a lipid hydroperoxide. It is a conjugate base of a (9S,10E,12Z,14E,16S)-9,16-bis(hydroperoxy)octadecatrienoic acid. CC[C@@H](/C=C/C=C\\C=C\\[C@H](CCCCCCCC(=O)[O-])OO)OO